[2-[6-[4-[(4-tert-Butoxycarbonylpiperazin-1-yl)methyl]phenyl]-4-fluoro-1-oxo-isoindolin-2-yl]-2-(6,7-dihydro-5H-pyrrolo[1,2-c]imidazol-1-yl)acetyl]oxylithium C(C)(C)(C)OC(=O)N1CCN(CC1)CC1=CC=C(C=C1)C1=CC(=C2CN(C(C2=C1)=O)C(C(=O)O[Li])C1=C2N(C=N1)CCC2)F